1,1,3-triphenyl-2-propyne C1(=CC=CC=C1)C(C#CC1=CC=CC=C1)C1=CC=CC=C1